2-dibenzofuranyl-boric acid C1=C(C=CC=2OC3=C(C21)C=CC=C3)OB(O)O